N,N'-Di-t-Butoxycarbonyl-N'-(fluorosulfonyl)guanidine C(C)(C)(C)OC(=O)NC(=N)N(S(=O)(=O)F)C(=O)OC(C)(C)C